ClC=1C=C2C(=C3C1NC(NC31CCCCC1)=O)OC(=N2)CN2[C@H]1CO[C@@H](C2)C1 5-chloro-2-{[(1R,4R)-2-oxa-5-azabicyclo[2.2.1]heptan-5-yl]methyl}-7,8-dihydro-6H-spiro[[1,3]oxazolo[5,4-f]quinazoline-9,1'-cyclohexan]-7-one